(1R,2R,3aS,10aR)-1-{(1E,3ξ)-3-[1-(2,4-difluorophenyl)cyclobutyl]-3-hydroxy-1-propen-1-yl}-2-hydroxy-2,3,3a,9,10,10a-hexahydro-1H-benzo[b]cyclopenta[f]oxepin-6-carboxylic acid FC1=C(C=CC(=C1)F)C1(CCC1)C(/C=C/[C@H]1[C@@H](C[C@H]2[C@@H]1CCC1=C(O2)C=C(C=C1)C(=O)O)O)O